N-(3-(5-chloro-7-fluoro-3-(4-(2-propenoyl)-1-piperazinyl)-2,1-benzothiazol-6-yl)-4-methyl-phenyl)acetamide ClC=1C(=C(C=2C(=C(SN2)N2CCN(CC2)C(C=C)=O)C1)F)C=1C=C(C=CC1C)NC(C)=O